CC1=NC(=CC(=C1)C=1NC2=CC=C(C=C2C1C(C)C)C1CCN(CC1)CC(=O)N1C[C@@H](CC1)O)C (R)-2-(4-(2-(2,6-dimethylpyridin-4-yl)-3-isopropyl-1H-indol-5-yl)piperidin-1-yl)-1-(3-hydroxypyrrolidin-1-yl)ethan-1-one